(2,6-dimethyl-4-{3-[4-(methylsulfanyl)phenyl]-3-oxopropene-1-yl}phenoxy)-2-methylpropanoic acid CC1=C(OC(C(=O)O)(C)C)C(=CC(=C1)C=CC(=O)C1=CC=C(C=C1)SC)C